BrC1=C(C=C(C=C1)NC(=O)C=1SC=CC1)C(F)(F)F N-[4-bromo-3-(trifluoromethyl)phenyl]thiophene-2-carboxamide